tert-butyl (2-(5-((tert-butoxycarbonyl)amino)pentyl)-6-(difluoromethyl)pyridin-4-yl)(1-(tert-butyl)-3-((1S,3R)-3-((tert-butyldimethylsilyl)oxy)cyclopentyl)-1H-pyrazol-5-yl)carbamate C(C)(C)(C)OC(=O)NCCCCCC1=NC(=CC(=C1)N(C(OC(C)(C)C)=O)C1=CC(=NN1C(C)(C)C)[C@@H]1C[C@@H](CC1)O[Si](C)(C)C(C)(C)C)C(F)F